FC=1C=C(CC2=NC=CC(=C2)N2N=CC=3C(NCCC32)=O)C=C(C1)C 1-(2-(3-fluoro-5-methylbenzyl)pyridin-4-yl)-1,5,6,7-tetrahydro-4H-pyrazolo[4,3-c]pyridin-4-one